(1-methyl)ethylene glycol CC(CO)O